1-(3-{3-[(Triisopropylsilyl)oxy]azetidin-1-yl}benzenesulfonyl)piperidin-4-amine C(C)(C)[Si](OC1CN(C1)C=1C=C(C=CC1)S(=O)(=O)N1CCC(CC1)N)(C(C)C)C(C)C